C(C1=CC=CC=C1)OC1=C(CNS(=O)C(C)(C)C)C=CC(=C1)OCC1=CC=CC=C1 N-(2,4-bis(benzyloxy)benzyl)-2-methylpropane-2-sulfinamide